5,8-dioxo-2,3,5,8-tetrahydro-1H-pyrazolo[1,2-a]pyridazine-2-carboxamide O=C1N2N(C(C=C1)=O)CC(C2)C(=O)N